4-Amino-N-(2,3-dihydro-1H-inden-2-yl)-6-((2-fluorophenyl)amino)pyridineamide hydrochloride Cl.NC1=CC(=NC(=C1)NC1=C(C=CC=C1)F)C(=O)NC1CC2=CC=CC=C2C1